C(CC)(=O)[O-].C1(=CC=CC2=CC=CC=C12)C(=O)[O-].[Al+2] aluminum naphthalate propionate